CN(C(=O)C=1C2=C(C=CC=3C=4C=CC(=C5C(=CC=C(C(=CC1)C23)C54)C(=O)[O-])C(N(C)C)=O)C(=O)[O-])C.C[NH2+]C.C[NH2+]C dimethylammonium 4,10-bis(dimethylcarbamoyl)perylene-3,9-dicarboxylate